2-(4-hydroxyphenyl)-6,7-dihydro-3H-imidazo[4,5-c]pyridine-3,5(4H)-dicarboxylic acid di-tert-butyl ester C(C)(C)(C)OC(=O)N1C(=NC2=C1CN(CC2)C(=O)OC(C)(C)C)C2=CC=C(C=C2)O